3-(2-(Difluoromethyl)-3,4-difluorobenzyl)-1-(3-(5-methylpyridazin-4-yl)-1H-1,2,4-triazol-5-yl)piperidin-2-one FC(C1=C(CC2C(N(CCC2)C2=NC(=NN2)C2=CN=NC=C2C)=O)C=CC(=C1F)F)F